NC([C@@](CO)(C)NC(=O)C1=C(OC2=C1C=C(C=C2)C(=O)NC2=NC=CC=C2)C)=O (S)-N3-(1-amino-3-hydroxy-2-methyl-1-oxopropan-2-yl)-2-methyl-N5-(pyridin-2-yl)benzofuran-3,5-dicarboxamide